[F-].C(CCCCC)[NH+]1CCC(CC1)C 1-Hexyl-4-Methylpiperidinium fluorid